6-chloro-8-morpholinoimidazo[1,2-b]pyridazine-2-carboxylic acid methyl ester COC(=O)C=1N=C2N(N=C(C=C2N2CCOCC2)Cl)C1